ethyl 2-amino-3-[(2,5-dibromothiophene-3-sulfonyl) amino]propanoate NC(C(=O)OCC)CNS(=O)(=O)C1=C(SC(=C1)Br)Br